tetrapropylammonium citraconate C(\C(\C)=C/C(=O)[O-])(=O)[O-].C(CC)[N+](CCC)(CCC)CCC.C(CC)[N+](CCC)(CCC)CCC